dibenzyl-4,4-difluoro-1-(2-fluoro-2-methylpropyl)pyrrolidin-3-amine C(C1=CC=CC=C1)C1(N(CC(C1N)(F)F)CC(C)(C)F)CC1=CC=CC=C1